3-(2-chloro-4'-(2-oxopyrrolidin-1-yl)-[1,1'-biphenyl]-3-yl)piperidine-2,6-dione ClC1=C(C=CC=C1C1C(NC(CC1)=O)=O)C1=CC=C(C=C1)N1C(CCC1)=O